OC(C)(C)C=1C=CC(=NC1)C=1C=NC(=CC1NC1=CC(=CC=C1)S(=O)(=O)C)NC(C)=O N-(5-(2-hydroxypropan-2-yl)-4'-((3-(methylsulfonyl)phenyl)amino)-[2,3'-bipyridine]-6'-yl)acetamide